C1(CC1)C=1C=CC=2N(C1)C=C(N2)CN2N=NC(=C2)C(=O)NCC2=C(C(=CC=C2S(N(C)C)(=O)=O)OC)F 1-((6-cyclopropylimidazo[1,2-a]pyridin-2-yl)methyl)-N-(6-(N,N-dimethylsulfamoyl)-2-fluoro-3-methoxybenzyl)-1H-1,2,3-triazole-4-carboxamide